COC1=CC=C(C=C1)\N=C(/C#N)\C1=CC=C(C=C1)Br (Z)-α-(p-methoxyphenylimino)p-bromophenylacetonitrile